3-(4-bromophenyl)-bocpiperidine methyl-2-((R)-9-chloro-3-methyl-5-oxo-3-(((S)-1-phenylethyl)carbamoyl)-2,3-dihydrobenzofuro[2,3-f][1,4]oxazepin-4(5H)-yl)acetate COC(CN1[C@](COC2=C(C1=O)OC1=C2C=C(C=C1)Cl)(C(N[C@@H](C)C1=CC=CC=C1)=O)C)=O.BrC1=CC=C(C=C1)C1CN(CCC1)C(=O)OC(C)(C)C